2-((6-((neopentylamino)methyl)imidazo[1,2-a]pyridin-2-yl)methyl)-5-phenyl-2,7-naphthyridin-1(2H)-one C(C(C)(C)C)NCC=1C=CC=2N(C1)C=C(N2)CN2C(C1=CN=CC(=C1C=C2)C2=CC=CC=C2)=O